1-[(2,4-difluorophenyl)methyl]-1-(1-methylpiperidin-4-yl)urea FC1=C(C=CC(=C1)F)CN(C(=O)N)C1CCN(CC1)C